1-(5-((4-((4'-fluoro-3,4,5,6-tetrahydro-[1,1'-biphenyl]-2-yl)methyl)piperazin-1-yl)methyl)-1-oxoisoindolin-2-yl)dihydropyrimidine-2,4(1H,3H)-dione FC1=CC=C(C=C1)C1=C(CCCC1)CN1CCN(CC1)CC=1C=C2CN(C(C2=CC1)=O)N1C(NC(CC1)=O)=O